2,2-difluoro-1-morpholinoethanone FC(C(=O)N1CCOCC1)F